3-methoxy-(E)-perfluoro-3-heptene CO\C(\C(C(F)(F)F)(F)F)=C(/C(C(C(F)(F)F)(F)F)(F)F)\F